C12(CC3CC(CC(C1)C3)C2)NCCCCCCCSC2=C3C(N(C(=NC3=CC=C2)C)[C@H]2C(NC(CC2)=O)=O)=O (3R)-3-(5-((7-(((1s,3s)-adamantan-1-yl)amino)heptyl)thio)-2-methyl-4-oxoquinazolin-3(4H)-yl)piperidine-2,6-dione